BrC1=C(C=CC(=C1)F)C(C)N1C[C@@H](N(C[C@H]1CC)N1N=C2C(N(C(C=C2)=O)C)=C1)CC ((2S,5R)-4-(1-(2-bromo-4-fluorophenyl)ethyl)-2,5-diethylpiperazin-1-yl)-4-methyl-2,4-dihydro-5H-pyrazolo[4,3-b]pyridin-5-one